4,7-Diazaspiro[2.5]octan-7-yl-(2-methylimidazo[1,2-a]pyridin-3-yl)methanone C1CC12NCCN(C2)C(=O)C2=C(N=C1N2C=CC=C1)C